[Si](C)(C)(C(C)(C)C)OCCCCCCCC#C 1-O-tert-butyldimethylsilyl-non-8-yn-1-ol